3-(2,6-Difluorophenyl)-2,4-dithioxo-1,2,3,4-tetrahydroquinazoline FC1=C(C(=CC=C1)F)N1C(NC2=CC=CC=C2C1=S)=S